5-(difluoromethyl)-3-((1-(4-methoxybenzyl)-6-oxo-4-(1,1,2-trifluoroethyl)-1,6-dihydropyrimidin-5-yl)oxy)-2-methylbenzonitrile FC(C=1C=C(C(=C(C#N)C1)C)OC1=C(N=CN(C1=O)CC1=CC=C(C=C1)OC)C(CF)(F)F)F